(R)-2-methoxy-5-(4-((3-(methylseleno)-1-oxo-1-(1-pyrrolidinyl)-2-propanyl)amino)-6-quinazolinyl)nicotinonitrile COC1=C(C#N)C=C(C=N1)C=1C=C2C(=NC=NC2=CC1)N[C@H](C(N1CCCC1)=O)C[Se]C